C(C)(C)(C)OC(CCOCCOCCOCCOCCOCCOCCOCCOCCN)=O Tert-butyl-1-amino-3,6,9,12,15,18,21,24-octaoxaheptacosane-27-oate